4-(4-(1-methyl-1H-pyrazol-4-yl)phenoxy)thieno[2,3-c]pyridine-2-carboxamide CN1N=CC(=C1)C1=CC=C(OC2=C3C(=CN=C2)SC(=C3)C(=O)N)C=C1